C(C)OCC1=CC(=C(C(=C1)OC)C=1C=CC(=C2C=NN(C12)C)CCC(=O)O)OC 3-(7-(4-(ethoxymethyl)-2,6-dimethoxyphenyl)-1-methyl-1H-indazol-4-yl)propionic acid